Cl.Cl.O=C1N(CC2=C(C=CC=C12)NCCOCCOCCOCCOCCN1CCNCC1)C1C(NC(CC1)=O)=O 3-{1-oxo-4-[15-(piperazin-1-yl)-4,7,10,13-tetraoxa-1-azapentadecan-1-yl]-2,3-dihydro-1H-isoindol-2-yl}piperidine-2,6-dione dihydrochloride